C(CCC)[NH+](C)C n-butyl-N,N-dimethylammonium